N-hydroxy-4-(3-(4-(((2-(4-(1-methyl-2-oxo-1,2-dihydropyridin-4-yl)phenyl)cyclopropyl)amino)methyl)piperidin-1-yl)propyl)benzamide TFA salt OC(=O)C(F)(F)F.ONC(C1=CC=C(C=C1)CCCN1CCC(CC1)CNC1C(C1)C1=CC=C(C=C1)C1=CC(N(C=C1)C)=O)=O